ClC1=C(C=C(C=N1)[C@@H](C(F)(F)F)NC=O)F (S)-N-(1-(6-chloro-5-fluoropyridin-3-yl)-2,2,2-trifluoroethyl)formamide